Methyl (R)-4,4-difluoropyrrolidine-2-carboxylate FC1(C[C@@H](NC1)C(=O)OC)F